6-(4-(tert-butyloxycarbonyl)piperazin-1-yl)pyridazin-3-carboxylic acid C(C)(C)(C)OC(=O)N1CCN(CC1)C1=CC=C(N=N1)C(=O)O